5-((6,7-dichloro-2,2-dioxido-4,9-dihydro-[1,2,6]thiadiazino[4,3-g]indol-3(1H)-yl)methyl)pyridin-2(1H)-one ClC=1C=2C(=CNC2C2=C(C1)CN(S(N2)(=O)=O)CC=2C=CC(NC2)=O)Cl